C(C)OC(=O)C12NC(CC2C1)=O 3-oxo-2-azabicyclo[3.1.0]hexane-1-carboxylic acid ethyl ester